tert-Butyl (S)-3-(3,5-difluoro-4-((5S,7R)-7-methyl-6-(2,2,2-trifluoroethyl)-5,6,7,8-tetrahydro-[1,3]dioxolo[4,5-g]isoquinolin-5-yl)phenoxy)pyrrolidine-1-carboxylate FC=1C=C(O[C@@H]2CN(CC2)C(=O)OC(C)(C)C)C=C(C1[C@H]1N([C@@H](CC=2C=C3C(=CC12)OCO3)C)CC(F)(F)F)F